N-[(2R,3S)-1-[1-(1-methyl-6-oxo-3-pyridyl)indazol-5-yl]-2-(o-tolyl)-5-oxo-pyrrolidin-3-yl]cyclopropane-carboxamide CN1C=C(C=CC1=O)N1N=CC2=CC(=CC=C12)N1[C@@H]([C@H](CC1=O)NC(=O)C1CC1)C1=C(C=CC=C1)C